2-[4-[8-[3-chloro-4-[4-(1H-imidazol-5-yl)piperidine-1-carbonyl]anilino]imidazo[1,2-a]pyrazin-3-yl]-2,3-difluoro-phenoxy]acetonitrile ClC=1C=C(NC=2C=3N(C=CN2)C(=CN3)C3=C(C(=C(OCC#N)C=C3)F)F)C=CC1C(=O)N1CCC(CC1)C1=CN=CN1